benzyl N-[cis-(7RS,9SR)-3-cyclopropyl-5-(isobutylsulfamoyl)-9-(pyridine-3-carbonylamino)-8,9-dihydro-7H-cyclopenta[h]isoquinolin-7-yl]carbamate C1(CC1)C=1N=CC2=C3C(=CC(=C2C1)S(NCC(C)C)(=O)=O)[C@@H](C[C@@H]3NC(=O)C=3C=NC=CC3)NC(OCC3=CC=CC=C3)=O |r|